Cl.Cl.ClC1=CC=C2CN=C(NC2=C1)SCCCCN1CCCC1 7-chloro-2-((4-(pyrrolidin-1-yl)butyl)thio)-1,4-dihydroquinazoline dihydrochloride